C12CN(CC(CC1)O2)C=2SC=C(N2)C(=O)O 2-(8-oxa-3-azabicyclo[3.2.1]octan-3-yl)thiazole-4-carboxylic acid